ClC=1N=CC(=C2C1NC=C2)F 7-chloro-4-fluoro-1H-pyrrolo[2,3-c]pyridine